(S)-1-methyl-N-(1-((4-(3-methylpyridin-4-yl)phenyl)amino)-1-oxo-3,3-diPhenylpropan-2-yl)-1H-pyrazole-5-carboxamide CN1N=CC=C1C(=O)N[C@H](C(=O)NC1=CC=C(C=C1)C1=C(C=NC=C1)C)C(C1=CC=CC=C1)C1=CC=CC=C1